CS(=O)(=O)OCC1CN(C=2N(C1)C(=NC2)C(F)(F)F)C2=CC=C(C=C2)C(F)(F)F (6-(trifluoromethyl)-1-(4-(trifluoromethyl)phenyl)-1,2,3,4-tetrahydroimidazo[1,5-a]pyrimidin-3-yl)methyl methanesulfonate